(R)-tert-butyl-(2-chloro-1-(2-chlorophenyl)ethoxy)dimethylsilane methyl-3-(4-fluorophenyl)-1-methyl-4-(pyridin-4-yl)-1H-pyrrole-2-carboxylate COC(=O)C=1N(C=C(C1C1=CC=C(C=C1)F)C1=CC=NC=C1)C.C(C)(C)(C)[Si](C)(C)O[C@@H](CCl)C1=C(C=CC=C1)Cl